COC=1C=C(C=CC1[N+](=O)[O-])N1N=NC(=C1)C(=O)N1CCN(CC1)C (1-(3-methoxy-4-nitrophenyl)-1H-1,2,3-triazol-4-yl)(4-methylpiperazin-1-yl)methanone